C(CC)[PH2]=O propanephosphonic acid hydride